C1(=CC=CC=C1)S[S+](C1=CC=CC=C1)C1=CC=CC=C1 phenylsulfanyldiphenylsulfonium